CN(CCOC1=C(C=C(C(=C1)OC)NC1=NC=NC(=C1)N1OCC[C@@H]1C1=CC(=CC=C1)OC1=CC=CC=C1)NC(C=C)=O)C (R)-N-(2-(2-(dimethylamino)ethoxy)-4-methoxy-5-((6-(3-(3-phenoxyphenyl)isoxazolidin-2-yl)pyrimidin-4-yl)amino)phenyl)acrylamide